COC1CCC=2C=C(C=NC2C1)[N+](=O)[O-] 7-methoxy-3-nitro-5,6,7,8-tetrahydroquinoline